C(C1=CC=CC=C1)OCC1=CC=C(C=C1)SCC1=CC=CC=C1 1-(benzyloxymethyl)-4-benzylsulfanyl-benzene